ClC1=C(C(=C2C=NN(C2=C1)[C@@H]1OCCCC1)B1OC(C(O1)(C)C)(C)C)[C@H]1[C@H](C1)C |o1:10| rel-6-Chloro-5-((1R,2S)-2-methylcyclopropyl)-1-(tetrahydro-2H-pyran-2-yl)-4-(4,4,5,5-tetramethyl-1,3,2-dioxaborolan-2-yl)-1H-indazole